(2R,6S)-4-(5-chlorothiazolo[4,5-b]pyridin-2-yl)-2,6-dimethylmorpholine ClC1=CC=C2C(=N1)N=C(S2)N2C[C@H](O[C@H](C2)C)C